3-(5-(((1S,2R)-2-hydroxycyclohexyl)oxy)-1-oxoisoindolin-2-yl)-1-((2-(trimethylsilyl)ethoxy)methyl)piperidine-2,6-dione O[C@H]1[C@H](CCCC1)OC=1C=C2CN(C(C2=CC1)=O)C1C(N(C(CC1)=O)COCC[Si](C)(C)C)=O